C(C)(C)(C)OC(NC(CNC1=NC=NC(=C1I)Cl)COC)=O (1-((6-chloro-5-iodopyrimidin-4-yl)amino)-3-methoxypropan-2-yl)carbamic acid tert-butyl ester